N1-([1,1'-biphenyl]-4-yl)-N3-phenyl-N1,N3-bis(4-(9-phenyl-9H-carbazol-3-yl)phenyl)benzene-1,3-diamine C1(=CC=C(C=C1)N(C1=CC(=CC=C1)N(C1=CC=C(C=C1)C=1C=CC=2N(C3=CC=CC=C3C2C1)C1=CC=CC=C1)C1=CC=CC=C1)C1=CC=C(C=C1)C=1C=CC=2N(C3=CC=CC=C3C2C1)C1=CC=CC=C1)C1=CC=CC=C1